BrC1=C(C(=O)C2C3(N(CC2C2=CC(=C(C=C2)O)O)C)C(NC2=CC=CC=C23)=O)C=CC=C1 (2-bromobenzoyl)-4'-(3,4-dihydroxyphenyl)-1'-methylspiro[indoline-3,2'-pyrrolidin]-2-one